2-(4-((2-(3-(2-aminopropan-2-yl)azetidin-1-yl)-4-methylthiazol-5-yl)oxy)phenyl)-4-(2,6-difluorobenzyl)-2,4-dihydro-3H-1,2,4-triazol-3-one NC(C)(C)C1CN(C1)C=1SC(=C(N1)C)OC1=CC=C(C=C1)N1N=CN(C1=O)CC1=C(C=CC=C1F)F